1-bromo-3,5-difluoro-4-methoxy-2-nitro-benzene BrC1=C(C(=C(C(=C1)F)OC)F)[N+](=O)[O-]